BrC[C@@H]1CN(C[C@@H](O1)C)C(=O)OC(C)(C)C tert-butyl (cis)-2-(bromomethyl)-6-methylmorpholine-4-carboxylate